((8R,9S,10R)-6-(benzylsulfonyl)-9-(4-(4-methylpent-1-yn-1-yl)phenyl)-1,6-diazabicyclo[6.2.0]decan-10-yl)methanol C(C1=CC=CC=C1)S(=O)(=O)N1CCCCN2[C@H]([C@H]([C@@H]2C1)C1=CC=C(C=C1)C#CCC(C)C)CO